5-(4-methylphenyl)-4-oxo-1-(tetrahydro-2H-pyran-4-ylmethyl)-1,4-dihydropyridine-3-carboxamide CC1=CC=C(C=C1)C=1C(C(=CN(C1)CC1CCOCC1)C(=O)N)=O